1-(5-(4-fluoro-1H-pyrazol-1-yl)pyrazin-2-yl)ethan-1-amine FC=1C=NN(C1)C=1N=CC(=NC1)C(C)N